(Racemic)-4-(2-Methoxyphenyl)-6-methyl-N-(6-(tetrahydrofuran-2-yl)benzo[d]thiazol-2-yl)nicotinamide COC1=C(C=CC=C1)C1=CC(=NC=C1C(=O)NC=1SC2=C(N1)C=CC(=C2)[C@@H]2OCCC2)C |r|